NC=1C=C(OC2=CC=C(C=C2)C(C)(C)C2=CC=C(C=C2)OC2=CC(=CC=C2)N)C=CC1 2,2-bis-[4-(3-aminophenoxy)phenyl]propane